NC=1C2=C(N=CN1)SC=C2C=2C=C1C=CC=C(C1=CC2)C(=O)NC2=CC=CC=C2 6-(4-aminothieno[2,3-d]pyrimidin-5-yl)-N-phenyl-1-naphthalenecarboxamide